methyl (1S,2R,3R)-rel-2-((tert-butoxycarbonyl)amino)-3-methoxycyclohexane-1-carboxylate C(C)(C)(C)OC(=O)N[C@@H]1[C@H](CCC[C@H]1OC)C(=O)OC |o1:8,9,13|